BrC=1C=CC(=NC1)N1CC2N(C(C1)C2)CC=2C=NC(=C(C2)F)OC 3-(5-bromopyridin-2-yl)-6-((5-fluoro-6-methoxypyridin-3-yl)methyl)-3,6-diazabicyclo[3.1.1]heptane